C(C=C)(=O)N1CCC(CC1)NC(OC(C)(C)C)=O tert-Butyl N-(1-prop-2-enoyl-4-piperidyl)carbamate